2-isobutyl-6-methylheptene C(C(C)C)C(=C)CCCC(C)C